2-(4-chloro-2-pyridinyl)-6-[3-(4-pyridinyl)propoxy]-3H-quinazolin-4-one ClC1=CC(=NC=C1)C1=NC2=CC=C(C=C2C(N1)=O)OCCCC1=CC=NC=C1